(S)-N-cyano-N'-((1,2,3,5,6,7-hexahydro-s-indacen-4-yl)carbamoyl)-2,2-dimethyl-2,3-dihydropyrazolo[5,1-b]oxazole-7-sulfonimidamide C(#N)N[S@@](=O)(=NC(NC1=C2CCCC2=CC=2CCCC12)=O)C=1C=NN2C1OC(C2)(C)C